4-(2,5-difluorophenyl)-3-nitro-2-vinylpyridine FC1=C(C=C(C=C1)F)C1=C(C(=NC=C1)C=C)[N+](=O)[O-]